N-(3-Fluoro-4-((2-(5-((3-hydroxypyrrolidin-1-yl)methyl)pyridin-2-yl)thieno[3,2-b]pyridin-7-yl)oxy)phenyl)-5-(4-fluorophenyl)-6-oxo-2,3,5,6-tetrahydrofuro[3,2-c]pyridine-7-carboxamide FC=1C=C(C=CC1OC1=C2C(=NC=C1)C=C(S2)C2=NC=C(C=C2)CN2CC(CC2)O)NC(=O)C2=C1C(=CN(C2=O)C2=CC=C(C=C2)F)CCO1